3-fluoro-4-(4-(1-methylpiperidin-4-yl)piperazin-1-yl)aniline FC=1C=C(N)C=CC1N1CCN(CC1)C1CCN(CC1)C